2-fluoro-5-(1,2-oxazolidin-3-yl)pyridine FC1=NC=C(C=C1)C1NOCC1